5-(3-benzyloxyphenyl)oxazole C(C1=CC=CC=C1)OC=1C=C(C=CC1)C1=CN=CO1